(E)-2-cyano-N-(3-((2-((4-(4-((2-(2,6-dioxopiperidin-3-yl)-1,3-dioxoisoindolin-4-yl)glycyl)piperazin-1-yl)phenyl)amino)furo[3,2-d]pyrimidin-4-yl)oxy)phenyl)-4,4-dimethylpent-2-enamide C(#N)/C(/C(=O)NC1=CC(=CC=C1)OC=1C2=C(N=C(N1)NC1=CC=C(C=C1)N1CCN(CC1)C(CNC1=C3C(N(C(C3=CC=C1)=O)C1C(NC(CC1)=O)=O)=O)=O)C=CO2)=C\C(C)(C)C